CO[C@@H](CO)C1=NC(=CC(=N1)N1C[C@H](OCC1)C)N1N=C(C=C1)C=1C=C(C=CC1)C (R)-2-methoxy-2-(4-((R)-2-methylmorpholino)-6-(3-(m-tolyl)-1H-pyrazol-1-yl)pyrimidin-2-yl)ethan-1-ol